C(C)(C)(C)OC(CCCCCN)=O 6-aminocaproic acid tert-butyl ester